(3AS,5S,6aR)-N-((S)-(3-chloro-2,6-difluorophenyl)(4-fluoro-bicyclo[2.2.1]hept-1-yl)methyl)-2-oxohexahydro-2H-cyclopenta[d]oxazole-5-carboxamide ClC=1C(=C(C(=CC1)F)[C@@H](NC(=O)[C@@H]1C[C@@H]2[C@@H](NC(O2)=O)C1)C12CCC(CC1)(C2)F)F